methyl (2S)-2-[[[2,4-dichloro-5-(1,1,2,2-tetrafluoroethoxy)phenyl]-methyl-carbamoyl]-methyl-amino]propanoate ClC1=C(C=C(C(=C1)Cl)OC(C(F)F)(F)F)N(C(=O)N([C@H](C(=O)OC)C)C)C